C(C1=CC=CC=C1)OC1=CC(=C2C(C=C(OC2=C1)C1=CC=CC=C1)=O)O 7-(benzyloxy)-5-hydroxy-2-phenyl-4H-chromen-4-one